methyl (1R,2S,5S)-3-[(2S)-2-amino-3-methoxy-3-methyl-butanoyl]-6,6-dimethyl-3-azabicyclo[3.1.0]hexane-2-carboxylate N[C@H](C(=O)N1[C@@H]([C@H]2C([C@H]2C1)(C)C)C(=O)OC)C(C)(C)OC